FC1=C(C=CC(=C1)N1CC2CCCNC2CC1)NC(=O)C=1C(=CC=2N(C1)C=C(N2)C)OC N-(2-fluoro-4-(octahydro-1,6-naphthyridin-6(2H)-yl)phenyl)-7-methoxy-2-methylimidazo[1,2-a]pyridine-6-carboxamide